FC1(CCN(CC1)C=1C2=C(N=CN1)NC(=C2)C2=CC=C(C=C2)NS(=O)(=O)CC=2C=C(C=CC2)N2C[C@H](CC2)NC(C=C)=O)F (S)-N-(1-(3-((N-(4-(4-(4,4-difluoropiperidin-1-yl)-7H-pyrrolo[2,3-d]pyrimidin-6-yl)phenyl)sulfamoyl)methyl)phenyl)pyrrolidin-3-yl)acrylamide